2-{6-cyclopropyl-4-[4-fluoro-2-(4-methyl-1,2,4-triazol-3-yl)phenyl]pyridin-2-yl}-6,7-difluoro-1,3-benzoxazole-5-carboxylic acid methyl ester COC(=O)C=1C(=C(C2=C(N=C(O2)C2=NC(=CC(=C2)C2=C(C=C(C=C2)F)C2=NN=CN2C)C2CC2)C1)F)F